4-bromo-1-toluenesulfonyl-1,6-dihydro-7H-pyrrolo[2,3-c]pyridin-7-one BrC=1C2=C(C(NC1)=O)N(C=C2)S(=O)(=O)CC2=CC=CC=C2